3-(5-(((1R,2S)-2-(ethyl(((1s,3R)-3-methoxycyclobutyl)methyl)amino)cyclopentyl)oxy)-1-oxoisoindolin-2-yl)piperidine-2,6-dione C(C)N([C@@H]1[C@@H](CCC1)OC=1C=C2CN(C(C2=CC1)=O)C1C(NC(CC1)=O)=O)CC1CC(C1)OC